(R)-5-chloro-6-(methyl-(pyrrolidin-3-yl)amino)-N-(thiazol-4-yl)pyridine-3-sulfonamide trifluoroacetate FC(C(=O)O)(F)F.ClC=1C=C(C=NC1N([C@H]1CNCC1)C)S(=O)(=O)NC=1N=CSC1